(S)-N-(1-(3-chlorophenyl)-2-hydroxy-ethyl)-1-(2-(cyclopropyl-amino)pyridin-4-yl)-1H-imidazole-4-carboxamide ClC=1C=C(C=CC1)[C@@H](CO)NC(=O)C=1N=CN(C1)C1=CC(=NC=C1)NC1CC1